N1CC(C1)CN1CCC(CC1)CN1CCC(CC1)CN1CCC(CC1)N1N=C(C=2C1=NC=NC2N)C2=CC=C(C=C2)OC2=CC=CC=C2 1-(1-((1-((1-(azetidin-3-ylmethyl)piperidin-4-yl)methyl)piperidin-4-yl)methyl)piperidin-4-yl)-3-(4-phenoxyphenyl)-1H-pyrazolo(3,4-d)pyrimidin-4-amine